FCOCC1=NN2C(N=CC=C2C(=O)N[C@@H]2C[C@@H](C2)OC(F)(F)F)=C1C(=O)N 2-(fluoromethoxymethyl)-N7-[cis-3-(trifluoromethoxy)cyclobutyl]pyrazolo[1,5-a]pyrimidine-3,7-dicarboxamide